2-(2-(2-hydroxybenzylidene)hydrazino)-4-methyl-5-(1-(guanidinoimino)ethyl)-thiazole OC1=C(C=NNC=2SC(=C(N2)C)C(C)=NNC(=N)N)C=CC=C1